COC=1C=C2CCNCC2=CC1NC1=NC2=CC(=CC=C2C=N1)C=1C=C(C(=O)NCCN2CCCC2)C=CC1 3-{2-[(6-methoxy-1,2,3,4-tetrahydroisoquinolin-7-yl)amino]quinazolin-7-yl}-N-[2-(pyrrolidin-1-yl)ethyl]benzamide